(2-((dimethylamino)methyl)phenyl)boric acid CN(C)CC1=C(C=CC=C1)OB(O)O